[(3S,9aS)-3-[5-fluoro-4-(trifluoromethyl)-2-pyridyl]-3,4,6,7,9,9a-hexahydro-1H-pyrazino[2,1-c][1,4]oxazin-8-yl]-(2-chloro-3-methoxy-phenyl)methanone FC=1C(=CC(=NC1)[C@@H]1CN2[C@H](CO1)CN(CC2)C(=O)C2=C(C(=CC=C2)OC)Cl)C(F)(F)F